(2-(methylamino)ethyl)-7-(1H-pyrazol-3-yl)-2H-pyrazolo[3,4-c]quinolin-4-amine CNCCC=1NN=C2C(=NC=3C=C(C=CC3C21)C2=NNC=C2)N